5-Propyl-4-[(4R)-2,3,6-trimethylhepta-1,5-dien-4-yl]benzene-1,3-diol C(CC)C=1C(=C(C=C(C1)O)O)[C@@H](C(C(=C)C)C)C=C(C)C